methylethyldimethylammonium ethylsulfate C(C)OS(=O)(=O)[O-].C[N+](C)(C)CC